(2,2-dibromovinyl)benzene BrC(=CC1=CC=CC=C1)Br